sodium (2RS)-2-(6-bromo-4-fluoro-1-oxo-isoindolin-2-yl)-2-(6,7-dihydro-5H-pyrrolizin-1-yl)acetate BrC1=CC(=C2CN(C(C2=C1)=O)[C@@H](C(=O)[O-])C=1C=CN2CCCC12)F.[Na+] |r|